7-(3-pyrrolidin-1-ylpropoxy)benzofuran-5-amine N1(CCCC1)CCCOC1=CC(=CC=2C=COC21)N